(3S,4S)-4-(5-chloro-2-fluoropyridin-3-yl)-4-fluoro-3-methyl-1λ6-thiane-1,1-dione ClC=1C=C(C(=NC1)F)[C@]1([C@@H](CS(CC1)(=O)=O)C)F